2-(morpholin-4-yl)-8-[2-(tetrahydropyran-2-yl)-2H-pyrazol-3-yl]-[1,7]Naphthyridin-4-yl triflate O(S(=O)(=O)C(F)(F)F)C1=CC(=NC2=C(N=CC=C12)C=1N(N=CC1)C1OCCCC1)N1CCOCC1